CN1CCN(CC1)C1=CC=C(C=C1)C=1C=C2C(=NC1)NC=C2C=2N(N=CC2)C(C)C 5-[4-(4-methylpiperazin-1-yl)phenyl]-3-[2-(propan-2-yl)pyrazol-3-yl]-1H-pyrrolo[2,3-b]pyridine